C(C)(C)N1CC=CC(=C1)B1OC(C(O1)(C)C)(C)C 1-isopropyl-5-(4,4,5,5-tetramethyl-1,3,2-dioxaborolane-2-yl)pyridine